N-methyl-N-(5-nitrophenyl)methylpropionamide CN(C(CC)=O)CC1=CC=CC(=C1)[N+](=O)[O-]